C(C)(C)N1C(=NC(=C1)C(F)(F)F)C1=CC=C(CNC2=NC(=NN3C2=NC=C3)C=3C(=NC=CC3)N3CCCC3)C=C1 N-(4-(1-isopropyl-4-(trifluoromethyl)-1H-imidazol-2-yl)benzyl)-2-(2-(pyrrolidin-1-yl)pyridin-3-yl)imidazo[2,1-f][1,2,4]triazin-4-amine